Lithium manganate lithium [Li+].[Mn](=O)(=O)([O-])[O-].[Li+]